COC1=NC=C(C=C1S(=O)(=O)N1CCC2(CCC(C2)NC2(COC2)C)CC1)C 8-((2-Methoxy-5-methylpyridin-3-yl)sulfonyl)-N-(3-methyloxetan-3-yl)-8-azaspiro[4.5]decan-2-amine